methyl 3-benzyloxy-5-[(2,4-difluorophenyl) methylcarbamoyl]-4-oxo-pyran-2-carboxylate C(C1=CC=CC=C1)OC1=C(OC=C(C1=O)C(NCC1=C(C=C(C=C1)F)F)=O)C(=O)OC